cyclopropyl-5-(piperazin-1-yl)pyridineamide C1(CC1)C=1C(=NC=C(C1)N1CCNCC1)C(=O)N